tert-butyl-N-(3-aminopropyl)-N-[2-(4-fluorophenyl)ethyl]carbamate C(C)(C)(C)OC(N(CCC1=CC=C(C=C1)F)CCCN)=O